ClC=1C=C(C(=O)NCC2=C(C=CC3=C2N(C=N3)C)OC)C=CC1C(F)F 3-chloro-4-(difluoromethyl)-N-((6-methoxy-1-methyl-1H-benzimidazol-7-yl)methyl)benzamide